S1C(=CC2=C1C=CC=C2)CN(C(=O)C2=C(N=C(S2)C2=C(C(=C(C(=C2)F)F)O)F)C)C(C)C N-(benzothien-2-ylmethyl)-N-isopropyl-4-methyl-2-(2,4,5-trifluoro-3-hydroxyphenyl)thiazole-5-carboxamide